COC=1C=C2C(=NC(=NC2=CC1)C)SCC(=O)C1=CC=C(S1)CNC(=O)C1OCCC1 N-((5-(2-((6-methoxy-2-methylquinazolin-4-yl)thio)acetyl)thiophen-2-yl)methyl)tetrahydrofuran-2-carboxamide